C1(=C(C=CC=C1)OCCCCCCCCCCCCCCCCO)OCCCCCCCCCCCCCCCCO 16,16'-(1,2-phenylenebis(oxy))bis(hexadecan-1-ol)